5-(2-thienyl)-1H-tetrazole S1C(=CC=C1)C1=NN=NN1